N-(3-methyl-pyridin-2-yl)-3-(5-(tetrahydro-2H-pyran-4-yloxy)pyridin-2-yl)-1,2,4-thiadiazol-5-amine CC=1C(=NC=CC1)NC1=NC(=NS1)C1=NC=C(C=C1)OC1CCOCC1